Stearyl-phthalamide C(CCCCCCCCCCCCCCCCC)C1=C(C(C(=O)N)=CC=C1)C(=O)N